CN1N=NC(=C1NC(O[C@H](CF)C1=CC(=CC=C1)Cl)=O)C1=NC(=C(C=C1)NS(=O)(=O)C)C (S)-1-(3-chlorophenyl)-2-fluoroethyl (1-methyl-4-(6-methyl-5-(methylsulfonamido)pyridin-2-yl)-1H-1,2,3-triazol-5-yl)carbamate